((1S,4S)-5-(2-aminooxazolo[4,5-c]pyridin-7-yl)-2-oxa-5-azabicyclo[2.2.1]heptan-1-yl)((R)-8-chloro-1-methyl-6-(trifluoromethyl)-3,4-dihydroisoquinolin-2(1H)-yl)methanone NC=1OC2=C(C=NC=C2N2[C@@H]3CO[C@](C2)(C3)C(=O)N3[C@@H](C2=C(C=C(C=C2CC3)C(F)(F)F)Cl)C)N1